6-((3,5-difluoropyridin-2-yl)amino)-N-ethoxy-4-((5-fluoro-2-methoxy-3-(pyrimidin-2-yl)phenyl)amino)nicotinamide FC=1C(=NC=C(C1)F)NC1=NC=C(C(=O)NOCC)C(=C1)NC1=C(C(=CC(=C1)F)C1=NC=CC=N1)OC